diethoxysilan C(C)O[SiH2]OCC